C(CCCCCCC\C=C/C\C=C/CCCCC)(=O)OCCCCCCCCCCCCCCCCCCCCCCCCCCCCCCCCCCCO 35-hydroxypentatriacontyl linoleate